ClC1=CC2=C(OC3=C(O2)C=C(C(=C3)Cl)Cl)C(=C1)Cl 2,4,7,8-tetrachlorodibenzo-p-dioxin